(2S)-3-(3-cyanophenyl)-2-(methylamino)propanoic acid C(#N)C=1C=C(C=CC1)C[C@@H](C(=O)O)NC